BrC1=CC=C2C(=CN=NC2=C1)Cl 7-bromo-4-chloro-cinnoline